Ethyl 2-{[(1,2,3,5,6,7-hexa-hydro-s-indacen-4-yl)-carbamoyl]oxy}-3-[3-(1H-pyrazol-1-yl)phenyl]propanoate C1CCC2=C(C=3CCCC3C=C12)NC(=O)OC(C(=O)OCC)CC1=CC(=CC=C1)N1N=CC=C1